ClC=1C=CC(=NC1)NC(C(=O)N[C@@H]1[C@@H](C[C@H](CC1)C(N(C)C)=O)NC(=O)C=1SC=2CN(CCC2N1)C)=O N'-(5-chloropyridin-2-yl)-N-[(1S,2R,4S)-4-(dimethylcarbamoyl)-2-{5-methyl-4H,5H,6H,7H-[1,3]thiazolo[5,4-c]pyridine-2-amido}cyclohexyl]ethanediamide